C(=CC1=CC=CC=C1)N Styrylamin